N-(4-(4-amino-6-ethynyl-5-(quinolin-3-yl)-7H-pyrrolo[2,3-d]pyrimidin-7-yl)-bicyclo[2.2.1]heptan-1-yl)-5-methylpyrazine-2-carboxamide NC=1C2=C(N=CN1)N(C(=C2C=2C=NC1=CC=CC=C1C2)C#C)C21CCC(CC2)(C1)NC(=O)C1=NC=C(N=C1)C